C(C)(C)(C)OC(CC1=C(C2=C(NC(=N2)C(NC(=O)C=2C(=NOC2)C)C2CCCCCCC2)C=C1)F)=O 2-(2-{cyclooctyl-[(3-methylisoxazole-4-carbonyl)amino]methyl}-4-fluoro-1H-benzoimidazol-5-yl)acetic acid tert-butyl ester